O(C1=CC=CC=C1)C1=CC=C2C(CCOC2=C1)=O 7-phenoxychroman-4-one